N-tert-Butyl-6-chloro-3-[[(1R)-1-[3,6-dimethyl-4-oxo-2-(2-oxo-1H-pyridin-4-yl)chromen-8-yl]ethyl]amino]pyridine-2-sulfonamide C(C)(C)(C)NS(=O)(=O)C1=NC(=CC=C1N[C@H](C)C=1C=C(C=C2C(C(=C(OC12)C1=CC(NC=C1)=O)C)=O)C)Cl